ClC1=CC=C(C=C1)C1CC(=NN1C1=C(C=C(C=C1)Cl)Cl)C(=O)OCC ethyl 5-(4-chlorophenyl)-1-(2,4-dichlorophenyl)-4,5-dihydro-1H-pyrazole-3-carboxylate